(9H-fluoren-9-yl)methyl (R)-2-((3-(benzyloxy)-4-((benzyloxy)carbonyl)phenyl)(4-cyclohexylbenzyl)carbamoyl)pyrrolidine-1-carboxylate C(C1=CC=CC=C1)OC=1C=C(C=CC1C(=O)OCC1=CC=CC=C1)N(C(=O)[C@@H]1N(CCC1)C(=O)OCC1C2=CC=CC=C2C=2C=CC=CC12)CC1=CC=C(C=C1)C1CCCCC1